Methyl 1-[3-[(1R)-1-methyl-2-[[(R)-phenyl-[(3R)-1,2,3,4-tetrahydropyrido[2,3-b]pyrazin-3-yl]methyl]amino]ethyl]phenyl]cyclobutanecarboxylate C[C@@H](CN[C@@H]([C@H]1CNC2=C(N1)N=CC=C2)C2=CC=CC=C2)C=2C=C(C=CC2)C2(CCC2)C(=O)OC